BrC1=CC=C2C(COCC2=C1)NC(OC(C)(C)C)=O tert-butyl (7-bromoisochroman-4-yl)carbamate